C(C)OC(C1=C(N=CC(=C1)Cl)NC1=C(C=C(C=C1)F)CC=C)=O ((2-allyl-4-fluorophenyl)amino)-5-chloronicotinic acid ethyl ester